2-(4-nitropyridin-2-yl)-1-phenylethane-1-one boron difluoride [B](F)F.[N+](=O)([O-])C1=CC(=NC=C1)CC(=O)C1=CC=CC=C1